CC1=C(C=C(C=C1)N1CC2N(C(C1)C2)C(=O)OC(C)(C)C)C(NC2(CC2)C2=C1C=CC=NC1=CC(=C2)OS(=O)(=O)C(F)(F)F)=O tert-Butyl 3-(4-methyl-3-((1-(7-(((trifluoromethyl)sulfonyl)oxy)quinolin-5-yl)cyclopropyl)carbamoyl)phenyl)-3,6-diazabicyclo[3.1.1]heptane-6-carboxylate